2,2-difluoroethyl (CIS)-2-((((CIS)-4-phenylcyclohexyl)oxy) methyl)-3-(1H-pyrazol-3-yl)piperidine-1-carboxylate C1(=CC=CC=C1)[C@H]1CC[C@H](CC1)OC[C@@H]1N(CCC[C@@H]1C1=NNC=C1)C(=O)OCC(F)F